N'-(3-(bis(4,4,5,5-tetramethyl-1,3,2-dioxaborolan-2-yl)methyl)-3-(4-methoxyphenyl)cyclobutylidene)-2,4,6-trimethylbenzenesulfonohydrazide CC1(OB(OC1(C)C)C(C1(CC(C1)=NNS(=O)(=O)C1=C(C=C(C=C1C)C)C)C1=CC=C(C=C1)OC)B1OC(C(O1)(C)C)(C)C)C